2-Methyl-propane-2-sulfonic acid {3-[6-amino-8-(3-fluoro-6-iodo-indan-5-ylsulfanyl)-purin-9-yl]-propyl}-amide NC1=C2N=C(N(C2=NC=N1)CCCNS(=O)(=O)C(C)(C)C)SC=1C=C2C(CCC2=CC1I)F